sodium tertiary pentyloxide C(C)(C)(CC)OC(C)(C)CC.[Na]